C(=C)C1=CC=C(S1)C1=C(C(=O)OC)C=CC(=C1)Cl methyl 2-(5-vinylthiophene-2-yl)-4-chlorobenzoate